[OH-].C[N+]1=C(N(C2=C1C=CC(=C2C)C)C)C 1,2,3,4,5-pentamethylbenzimidazolium Hydroxide